N1=CN=C(C2=C1NC=C2)N2CCN(CC2)CC(=O)NC2=CC(=C(C=C2)S(N(C)C)(=O)=O)OC 2-(4-(7H-pyrrolo[2,3-d]pyrimidin-4-yl)piperazin-1-yl)-N-(4-(N,N-dimethylsulfamoyl)-3-methoxyphenyl)acetamide